N-(4-(4-((2-fluoroethyl)sulfonamido)phenyl)-1H-pyrrolo[2,3-b]pyridin-6-yl)cyclopropylcarboxamide FCCS(=O)(=O)NC1=CC=C(C=C1)C1=C2C(=NC(=C1)NC(=O)C1CC1)NC=C2